FS(F)(F)(F)(F)C1=C(C(=O)N)C=CC=C1 (pentafluoro-λ6-sulfanyl)benzamide